dimethyl-5H-dibenzo[b,d]silol C[Si]1(C2=C(C3=C1C=CC=C3)C=CC=C2)C